4-(acetoxy)-α,α,4-trimethylcyclohexanemethanol acetate C(C)(=O)OC(C1CCC(CC1)(C)OC(C)=O)(C)C